hydroxy-ethanediphosphonic acid OC(CP(O)(=O)O)P(O)(=O)O